ClC=1C=C(C=C2C(=C(C=NC12)C#N)NCC(C)(C)C)N[C@H](C=1N=NN(C1)C1(CC1)C(F)(F)F)C1=C2C(=CC=NC2=CC=C1)OC (S)-8-chloro-6-(((4-methoxyquinolin-5-yl)(1-(1-(trifluoromethyl)cyclopropyl)-1H-1,2,3-triazol-4-yl)methyl)amino)-4-(neopentylamino)quinoline-3-carbonitrile